ClC=1N=C(N(C(C1Cl)=O)C)N1CCC(CC1)(C)CNC(OC(C)(C)C)=O tert-butyl ((1-(4,5-dichloro-1-methyl-6-oxo-1,6-dihydropyrimidin-2-yl)-4-methylpiperidin-4-yl)methyl)carbamate